methyl 2-benzyl-3-oxopropanoate C(C1=CC=CC=C1)C(C(=O)OC)C=O